4-(6-(6-((6-Methoxypyridin-3-yl)methyl)-3,6-diazabicyclo[3.1.1]heptan-3-yl)pyridine-3-yl)-6-(propylamino)pyrazolo[1,5-a]pyridine-3-carbonitrile COC1=CC=C(C=N1)CN1C2CN(CC1C2)C2=CC=C(C=N2)C=2C=1N(C=C(C2)NCCC)N=CC1C#N